C(C)(C)(C)OC(=O)N[C@H](C(=O)OC)CI (R)-Methyl 2-((tert-butoxycarbonyl)amino)-3-iodopropionate